2-(1-cyanocyclopropyl)-N-[1-[3-(5-cyano-2-pyridyl)pyrazin-2-yl]ethyl]-6-(trifluoromethyl)pyridine-4-carboxamide C(#N)C1(CC1)C1=NC(=CC(=C1)C(=O)NC(C)C1=NC=CN=C1C1=NC=C(C=C1)C#N)C(F)(F)F